C(C)(=O)O[C@H]1[C@@H](O[C@@H]([C@H]1O)CO)N1C(=O)N=C(N)C=C1 2'-O-acetyl-Cytidine